6-[4-fluoro-2-[3-fluoro-5-(methylsulfanyl)phenyl]pyrrolidin-1-yl]-N-[(4-fluoro-3-hydroxyphenyl)methyl]imidazo[1,2-b]pyridazine-3-carboxamide FC1CC(N(C1)C=1C=CC=2N(N1)C(=CN2)C(=O)NCC2=CC(=C(C=C2)F)O)C2=CC(=CC(=C2)SC)F